COC=1C=C2CCN(CC2=CC1NC1=NC=C2C(=N1)N(N=C2C)[C@H]2CC[C@H](CC2)C(=O)OC)C methyl (cis)-4-(6-((6-methoxy-2-methyl-1,2,3,4-tetrahydroisoquinolin-7-yl)amino)-3-methyl-1H-pyrazolo[3,4-d]pyrimidin-1-yl)cyclohexane-1-carboxylate